C1(CCCC1)N1C(C=CC2=C1N=C(N=C2)NC2CCN(CC2)S(=O)(=O)C=2C=C(OC1CN(C1)CC=1C=C3CN(C(C3=CC1)=O)C1C(NC(CC1)=O)=O)C=CC2)=O 3-(5-((3-(3-((4-((8-cyclopentyl-7-oxo-7,8-dihydro-pyrido[2,3-d]pyrimidin-2-yl)amino)piperidin-1-yl)sulfonyl)phenoxy)azetidin-1-yl)methyl)-1-oxoisoindolin-2-yl)piperidine-2,6-dione